FC=1C=C(C=C(C1F)F)C1=C(C=CC=C1)NC(=O)C=1C(=NN(C1)C)C(F)(F)F N-(3',4',5'-trifluorobiphenyl-2-yl)-1-methyl-3-trifluoromethylpyrazol-4-yl-carboxamide